8-chloro-3-(5-(difluoromethyl)-1,3,4-thiadiazol-2-yl)-N-(1-(fluoromethyl)cyclopropyl)-1-(3-methoxypropyl)imidazo[1,5-a]pyridine-6-sulfonamide ClC=1C=2N(C=C(C1)S(=O)(=O)NC1(CC1)CF)C(=NC2CCCOC)C=2SC(=NN2)C(F)F